OCCN.OCCN.OCCN(C(S)=S)CCO N,N-bishydroxyethyl-dithiocarbamic acid bis(hydroxyethyl-amine) salt